(2S)-2-(diisopropylcarbamoylamino)-4-[[(2S)-tetrahydrofuran-2-yl]methyl-[4-(5,6,7,8-tetrahydro-1,8-naphthyridin-2-yl)butyl]amino]butanoic acid C(C)(C)N(C(=O)N[C@H](C(=O)O)CCN(CCCCC1=NC=2NCCCC2C=C1)C[C@H]1OCCC1)C(C)C